3-(1-oxo-5-(6-(trifluoromethoxy)indoline-1-carbonyl)isoindolin-2-yl)piperidine O=C1N(CC2=CC(=CC=C12)C(=O)N1CCC2=CC=C(C=C12)OC(F)(F)F)C1CNCCC1